C=C1CC1C(C(C(=O)O)O)C(=O)O The molecule is a 2-hydroxydicarboxylic acid that is malic acid in which one of the methylene hydrogens at position 3 has been replaced by a methylidenecyclopropyl group. It has a role as a plant metabolite. It is a 2-hydroxydicarboxylic acid, a member of cyclopropanes and an olefinic compound. It derives from a malic acid.